7-Fluorobenzo[d]isoxazol-3-amine FC1=CC=CC=2C(=NOC21)N